CN1CCN(CC1)C1CCN(CC1)C1=NNC2=CC(=CC=C12)N 3-(4-(4-methylpiperazin-1-yl)piperidin-1-yl)-1H-indazol-6-amine